2-(2-((3'-(aminomethyl)-5-(2-azaspiro[3.5]nonan-2-yl)-[1,1'-biphenyl]-3-yl)methoxy)phenyl)acetic acid NCC=1C=C(C=CC1)C1=CC(=CC(=C1)N1CC2(C1)CCCCC2)COC2=C(C=CC=C2)CC(=O)O